C(C)(=O)O.COC(C)C isopropyl methyl ether acetate